(2-hydroxypyrazol) ammonium salt [NH4+].ON1N=CC=C1